(S)-N-((2-chlorophenyl)sulfonyl)-4-methyl-3-((3-(2-(piperidin-3-ylamino)pyrimidin-4-yl)pyridin-2-yl)oxy)benzamide ClC1=C(C=CC=C1)S(=O)(=O)NC(C1=CC(=C(C=C1)C)OC1=NC=CC=C1C1=NC(=NC=C1)N[C@@H]1CNCCC1)=O